C(#N)C1=C(N(C2=CN=C(C=C21)NC(=O)C2CC2)C)C2=C(C=CC=C2)OC N-[3-cyano-2-(2-methoxyphenyl)-1-methylpyrrolo[2,3-c]pyridin-5-yl]cyclopropanecarboxamide